NC1=NC=C(C(=C1C1=CC=C(C=C1)O)CC)C1=CC=C(C=C1)OC 4-[2-amino-4-ethyl-5-(4-methoxyphenyl)-3-pyridyl]phenol